3-fluoro-4-((1S,5R)-1-(5-(piperidin-4-yl)-1,3,4-oxadiazol-2-yl)-5-(trifluoromethyl)-3-azabicyclo[3.1.0]hexane-3-yl)pyrazolo[1,5-a]pyridine-7-carbonitrile FC=1C=NN2C1C(=CC=C2C#N)N2C[C@@]1(C[C@@]1(C2)C(F)(F)F)C=2OC(=NN2)C2CCNCC2